C1=CNC2=C(C1=O)C=NC=C2 DIHYDRONAPHTHYRIDINONE